C(C=C)C=1C=C(C=CC1)C=1C(=CC=C(C1)Cl)C(=O)O 3'-allyl-5-chloro-[1,1'-biphenyl]-2-carboxylic acid